3-(((tert-butyldimethylsilyl)oxy)methyl)-4-carboxypyridine 1-oxide [Si](C)(C)(C(C)(C)C)OCC=1C=[N+](C=CC1C(=O)O)[O-]